3-Bromo-2-[[(3R,5R)-5-(3-methoxyphenyl)-1-methyl-3-piperidyl]amino]pyrido[1,2-a]pyrimidin-4-one BrC1=C(N=C2N(C1=O)C=CC=C2)N[C@H]2CN(C[C@H](C2)C2=CC(=CC=C2)OC)C